BrC=1C=C(C=2N(C1)C=C(N2)C)CC#N 2-(6-bromo-2-methyl-imidazo[1,2-a]pyridin-8-yl)acetonitrile